(S)-5-(4-Bromo-2-fluorophenylamino)-N-(2-hydroxy-propoxy)imidazo[1,5-a]pyrazine-6-carboxamide BrC1=CC(=C(C=C1)NC1=C(N=CC=2N1C=NC2)C(=O)NOC[C@H](C)O)F